FC(C=1C=C(COC2=CC=C(C=C2)SC2=C(OC=C2)C2C(NC(N2)=O)=O)C=CC1)(F)F 5-{3-[4-(3-trifluoromethyl-benzyloxy)phenylthio]furan-2-yl}imidazolidin-2,4-dione